C(C)OC(=O)[C@H]1C2CCC([C@@H]1NC1=NC(=NC(=N1)Cl)C=1OC=CC1)CC2 (2S,3S)-3-((4-chloro-6-(2-furyl)-1,3,5-triazin-2-yl)amino)bicyclo[2.2.2]Octane-2-carboxylic acid ethyl ester